FC=1C=C(C=C(C1)F)[C@@H]1CC[C@H]2OC3(C(N21)=O)CCN(CC3)C(=O)C3=CC(=C(C#N)C=C3)F 4-((5'S,7a'R)-5'-(3,5-difluorophenyl)-3'-oxo-tetrahydro-3'H-spiro[piperidine-4,2'-pyrrolo-[2,1-b]oxazole]-1-carbonyl)-2-fluorobenzonitrile